C(C1=CC=CC=C1)C1N=C2SC=C(N2C1)CSC=1N(C2=CC=CC=C2CN1)CCCC 6-benzyl-3-(((1-butyl-1,4-dihydroquinazolin-2-yl)thio)methyl)-5,6-dihydroimidazo[2,1-b]thiazole